(2R,3R,4S,5R)-2-(4-amino-7H-pyrrolo[2,3-d]pyrimidin-7-yl)-5-(2-(3,3-dimethyl-2,3-dihydro-1H-pyrrolo[2,3-b]quinolin-7-yl)ethyl)tetrahydrofuran-3,4-diol NC=1C2=C(N=CN1)N(C=C2)[C@@H]2O[C@@H]([C@H]([C@H]2O)O)CCC2=CC=C1C=C3C(=NC1=C2)NCC3(C)C